NC1=NC(=NC2=CC(=C(C=C12)OC)OC)Cl 4-amino-2-chloro-6,7-dimethoxyquinazoline